(5-(3,5-difluorophenyl)-4,5-dihydro-1H-pyrazol-1-yl)(3-((5-fluoro-2H-benzo[d]-[1,2,3]triazol-2-yl)methyl)-bicyclo[1.1.1]pentan-1-yl)-methanone FC=1C=C(C=C(C1)F)C1CC=NN1C(=O)C12CC(C1)(C2)CN2N=C1C(=N2)C=CC(=C1)F